(R)-3-hydroxybutyl (R)-4-methylbenzenesulfinate CC1=CC=C(C=C1)[S@](=O)OCC[C@@H](C)O